Magnesium propionat C(CC)(=O)[O-].[Mg+2].C(CC)(=O)[O-]